2-butoxy-7-(4-((3,3-difluoropyrrolidin-1-yl)methyl)benzyl)-5H-pyrrolo[3,2-d]pyrimidin-4-amine C(CCC)OC=1N=C(C2=C(N1)C(=CN2)CC2=CC=C(C=C2)CN2CC(CC2)(F)F)N